NCCC[C@@H](C=1OC(=CN1)C1=CC=C(C=C1)Cl)NC(=O)C1=CC2=CC=C(C=C2C=C1)N(C)C (S)-N-(4-Amino-1-(5-(4-chlorophenyl)oxazol-2-yl)butyl)-6-(dimethylamino)-2-naphthamide